6-(oxetan-3-ylamino)quinazolin-4(3H)-one O1CC(C1)NC=1C=C2C(NC=NC2=CC1)=O